C(C)(C)N(C(=O)C1=C(OC2=[N+](C=CC=N2)[O-])C=CC(=C1)F)C(C)C (2-(diisopropylcarbamoyl)-4-fluorophenoxy)pyrimidine-1-oxide